ClC=1C=CC2=C(CC3(CC=4N2C(=NN4)C4CN(CC4)CC=4C=NC=CC4)OCCO3)C1 8'-Chloro-1'-[1-(pyridin-3-ylmethyl)pyrrolidin-3-yl]-4'H,6'H-spiro[1,3-dioxolan-2,5'-[1,2,4]triazolo[4,3-a][1]benzazepin]